(4S)-3-[(5S)-5-(4-fluorophenyl)-5-hydroxypentanoyl]-4-phenyl-1,3-oxazepine FC1=CC=C(C=C1)[C@H](CCCC(=O)N1COC=CC=C1C1=CC=CC=C1)O